N-[5-bromo-2-[4-(trifluoromethoxy)phenyl]-1,2,4-triazol-3-yl]methylsulphonamide BrC=1N=C(N(N1)C1=CC=C(C=C1)OC(F)(F)F)CNS(=O)=O